CC1(OCC1OC1=NN(C=C1NC=1N=CC2=C(N1)N(C(=C2)C#N)[C@H](COC)C)C([2H])([2H])[2H])C 2-((3-((2,2-dimethyloxetan-3-yl)oxy)-1-(methyl-d3)-1H-pyrazol-4-yl)amino)-7-((S)-1-methoxypropan-2-yl)-7H-pyrrolo[2,3-d]pyrimidine-6-carbonitrile